FC1([C@@H](C1)COC=1N=CC=NC1)F 5-[[(1S)-2,2-difluorocyclopropyl]methoxy]pyrazin